2-ethylbutyl ((((1S,2R,4R)-3-oxo-1-azabicyclo[2.2.1]heptan-2-yl)methoxy)(phenoxy)phosphoryl)-L-alaninate O=C1[C@H](N2CC[C@@H]1C2)COP(=O)(OC2=CC=CC=C2)N[C@@H](C)C(=O)OCC(CC)CC